ClC=1C=C(C=C(C1OC1=CC=C2CCC(NC2=C1)=O)Cl)N1N=C(C(NC1=O)=O)C#N 2-(3,5-Dichloro-4-((2-oxo-1,2,3,4-tetrahydroquinolin-7-yl)oxy)phenyl)-3,5-Dioxo-2,3,4,5-tetrahydro-1,2,4-triazine-6-carbonitrile